C1=CC=CC=2C3=CC=CC=C3C(C12)COC(=O)N(C(C(=O)OC(C)(C)C)CCC=1C=NC=C(C1)F)C tert-Butyl 2-((((9H-fluoren-9-yl)methoxy) carbonyl)(methyl)amino)-4-(5-fluoropyridin-3-yl)butanoate